1-[4-[4-[[3-[4-(difluoromethoxy)phenyl]imidazo[1,2-a]pyrazin-8-yl]amino]-2-methylbenzoyl]piperazin-1-yl]-2,3-dihydroxypropan-1-one FC(OC1=CC=C(C=C1)C1=CN=C2N1C=CN=C2NC2=CC(=C(C(=O)N1CCN(CC1)C(C(CO)O)=O)C=C2)C)F